C1(=CC=CC=C1)C1CC2(OCCO2)CC(P1C1=C(C=CC=C1C1=C(C=CC2=CC=CC=C12)OC)C1=C(C=CC2=CC=CC=C12)OC)C1=CC=CC=C1 1,4-dioxa-7,9-diphenyl-8-[2,6-bis(2-methoxynaphthalen-1-yl)phenyl]-8-phosphaspiro[4.5]decane